ethyl 2-(4-bromophenyl)-2-hydroxy-propanoate BrC1=CC=C(C=C1)C(C(=O)OCC)(C)O